BrC1=C(C(=O)NC=CC2=CC=CC=C2)C=CC=C1 bromo-N-(styryl)benzamide